(1-methyl-1H-pyrrolo[2,3-b]pyridin-4-yl)boronic acid CN1C=CC=2C1=NC=CC2B(O)O